COC=1C=CC2=C(O[C@@H](CNS2(=O)=O)C)C1 (R)-7-methoxy-4-methyl-3,4-dihydro-2H-benzo[b][1,4,5]oxathiazepine 1,1-dioxide